2-(Benzo[d][1,3]dioxol-5-ylmethyl)-N4-(1-phenylethyl)quinazoline-2,4-diamine O1COC2=C1C=CC(=C2)CC2(NC1=CC=CC=C1C(=N2)NC(C)C2=CC=CC=C2)N